C(C)OC(CCCCCC/C=C/CCO)OCC (3E)-11,11-diethoxy-3-undecene-1-ol